1,4-bis(2,2-dicyanovinyl)benzene Methyl-3-[(1S,3R)-3-(tert-butoxycarbonylamino)cyclohexyl]-5-methoxy-[1,2,4]triazolo[4,3-a]pyridine-7-carboxylate COC(=O)C1=CC=2N(C(=C1)OC)C(=NN2)[C@@H]2C[C@@H](CCC2)NC(=O)OC(C)(C)C.C(#N)C(=CC2=CC=C(C=C2)C=C(C#N)C#N)C#N